2,2-dimethyl-1-oxa-8-azaspiro[4.5]decane CC1(OC2(CC1)CCNCC2)C